C12CN(CC(N1)C2)C=2OC1=C(N2)C(=CC=C1C=1SC=CN1)C(C(F)(F)F)OCC(=O)O 2-(1-(2-(3,6-diazabicyclo[3.1.1]heptan-3-yl)-7-(thiazol-2-yl)benzo[d]oxazol-4-yl)-2,2,2-trifluoroethoxy)acetic acid